C1(=CC(=CC=C1)N(C=1C=C2C=CC(=CC2=CC1)C=CC1=CC=[N+](C=C1)CCCS(=O)(=O)O)C=1C=C(C=CC1)C)C 4-(2-[6-(dim-tolylamino)-2-naphthalenyl]ethenyl)-1-(3-sulfopropyl)pyridinium